OCCN(CCCCCCCC(=O)O)CCCCCC(OCCCCCCCCCCC)=O 8-[(2-hydroxyethyl)[6-oxo-6-(undecyloxy)hexyl]amino]-octanoic acid